C(CCCCCCC\C=C/C[C@H](O)CCCCCC)(=O)O.C(C(C)O)O propylene glycol ricinoleate